((6-bromo-8-(2-methylcyclopentyl)-7-oxo-7,8-dihydropyrido[2,3-d]pyrimidin-2-yl) amino) piperidine-1-carboxylate N1(CCCCC1)C(=O)ONC=1N=CC2=C(N1)N(C(C(=C2)Br)=O)C2C(CCC2)C